C(#N)C=1C=C2C[C@H](COC2=CC1)NC(=O)C1=NN2C(CNCC2)=C1 (R)-N-(6-cyanochroman-3-yl)-4,5,6,7-tetrahydropyrazolo[1,5-a]pyrazine-2-carboxamide